methyl-1,2,4-thiadiazol CC1=NSC=N1